CC(CC)N1N=CNC1=O 2,4-dihydro-2-(1-methylpropyl)-3H-1,2,4-triazole-3-one